(Z)-N-(4-fluorophenyl)-4-((2-aminomethyl-3-fluoroallyl)oxy)-3-chloro-benzamide trifluoroacetate FC(C(=O)O)(F)F.FC1=CC=C(C=C1)NC(C1=CC(=C(C=C1)OC\C(=C/F)\CN)Cl)=O